C[Si](Cl)(C=CC(F)(F)F)C dimethyl-(trifluoropropenyl)chlorosilane